C(=C)C=1C=C2C=CC(=NC2=CC1)C(C)(C)O 2-(6-Vinylquinolin-2-yl)propan-2-ol